(cis)-benzyl 6-(methylsulfonyl)hexahydropyrrolo[3,4-b][1,4]oxazine-4(4aH)-carboxylate CS(=O)(=O)N1C[C@@H]2OCCN([C@@H]2C1)C(=O)OCC1=CC=CC=C1